N-(1-(4-(2-(2-Aminopyridin-3-yl)-5-phenyl-3H-imidazo[4,5-b]pyridin-3-yl)benzyl)piperidin-4-yl)cyanamide NC1=NC=CC=C1C1=NC=2C(=NC(=CC2)C2=CC=CC=C2)N1C1=CC=C(CN2CCC(CC2)NC#N)C=C1